methyl 3-(9-((4-(aminomethyl)phenyl)carbamoyl)-4,5-dihydrobenzo[b]thieno[2,3-d]oxepin-8-yl)-6-((5-oxopyrrolidin-3-yl)carbamoyl)picolinate NCC1=CC=C(C=C1)NC(=O)C1=CC2=C(OCCC3=C2SC=C3)C=C1C=1C(=NC(=CC1)C(NC1CNC(C1)=O)=O)C(=O)OC